C(C)C1CC1C=1C=NN(C1)C 2-ethyl-3-(1-methyl-1H-pyrazol-4-yl)cyclopropane